BrC=1C=CC(=NC1OCC)CO (5-bromo-6-ethoxypyridin-2-yl)methanol